C(CCC)C(C(C(=O)[O-])(CCCC)CCCC)(CCCCCCC)CCCC tetrabutylDecanoate